N-((R)-3,3-difluoro-1-(methyl-d3)piperidin-4-yl)-5-(1-((R)-1,1-difluoropropan-2-yl)-1H-benzo[d][1,2,3]triazol-6-yl)-6-fluoro-4-methoxypyrrolo[2,1-f][1,2,4]triazin-2-amine FC1(CN(CC[C@H]1NC1=NN2C(C(=N1)OC)=C(C(=C2)F)C=2C=CC1=C(N(N=N1)[C@@H](C(F)F)C)C2)C([2H])([2H])[2H])F